(2S,4R)-1-(2-(3-acetyl-5-(2-(pyrrolidin-1-yl)pyrimidin-5-yl)-1H-indazol-1-yl)acetyl)-N-(2'-chloro-2-fluorobiphenyl-3-yl)-4-fluoropyrrolidine-2-carboxamide C(C)(=O)C1=NN(C2=CC=C(C=C12)C=1C=NC(=NC1)N1CCCC1)CC(=O)N1[C@@H](C[C@H](C1)F)C(=O)NC=1C(=C(C=CC1)C1=C(C=CC=C1)Cl)F